COC12CCC(CC1)(CC2)C=O 4-methoxybicyclo[2.2.2]octane-1-carbaldehyde